4-(4-methyl-4H-1,2,4-triazole-3-yl)piperidine-1-carboxylic acid CN1C(=NN=C1)C1CCN(CC1)C(=O)O